6-[1-[[4-[5-(difluoromethyl)-1,3,4-oxadiazol-2-yl]phenyl]methyl]pyrazol-4-yl]-1,3-benzothiazol-2-amine FC(C1=NN=C(O1)C1=CC=C(C=C1)CN1N=CC(=C1)C1=CC2=C(N=C(S2)N)C=C1)F